racemic-1-(2,2-difluoro-1-(4-fluorophenyl)propyl)-4-(4,4,5,5-tetramethyl-1,3,2-dioxaborolan-2-yl)-1H-pyrazole FC([C@@H](C1=CC=C(C=C1)F)N1N=CC(=C1)B1OC(C(O1)(C)C)(C)C)(C)F |r|